N-[(3S)-3-Aminopyrrolidin-1-yl]sulfonyl-6-(2-fluorophenyl)-2-[(4S)-2,2,4-trimethylpyrrolidin-1-yl]pyridin-3-carboxamid N[C@@H]1CN(CC1)S(=O)(=O)NC(=O)C=1C(=NC(=CC1)C1=C(C=CC=C1)F)N1C(C[C@@H](C1)C)(C)C